1-Methyl-4-((methylphenylhydrazono)methyl)-pyridinium C[N+]1=CC=C(C=C1)C=NN(C1=CC=CC=C1)C